3-chloro-N-(5-chloro-6-(2H-1,2,3-triazol-2-yl)pyridin-3-yl)-3'-cyano-[1,1'-biphenyl]-4-carboxamide ClC=1C=C(C=CC1C(=O)NC=1C=NC(=C(C1)Cl)N1N=CC=N1)C1=CC(=CC=C1)C#N